C([O-])([O-])=O.[Ca+2].[Ru+3] ruthenium-calcium carbonate